FC(C1=NC=CC(=C1)N1N=CC(=C1)C(=O)N)(F)F [2-(trifluoromethyl)pyridin-4-yl]-1H-pyrazole-4-carboxamide